methyl-3-(6-methyl-4-(trifluoromethyl)pyridin-2-yl)-2-oxoimidazolidine-4-carboxamide CN1C(N(C(C1)C(=O)N)C1=NC(=CC(=C1)C(F)(F)F)C)=O